[2,6-dimethoxy-4-[5-(1-methylpyrazol-4-yl)benzimidazol-1-yl]phenyl]-(2,4-dimethylazetidin-1-yl)methanone COC1=C(C(=CC(=C1)N1C=NC2=C1C=CC(=C2)C=2C=NN(C2)C)OC)C(=O)N2C(CC2C)C